1-O-alpha-D-glucopyranosyl-1,2-nonadecandiol [C@H]1([C@H](O)[C@@H](O)[C@H](O)[C@H](O1)CO)OCC(CCCCCCCCCCCCCCCCC)O